2-[[6,7-dichloro-3-(1H-pyrazol-4-yl)-1H-indol-4-yl]oxymethyl]propane-1,3-diol ClC1=CC(=C2C(=CNC2=C1Cl)C=1C=NNC1)OCC(CO)CO